(1-(azetidin-3-ylmethyl)azetidin-3-yl)methanol benzyl-2-(benzyloxy)-4-((2R)-1-((perfluorophenyl)sulfonyl)-N-(4-(tetrahydrofuran-3-yl)benzyl)azetidine-2-carboxamido)benzoate C(C1=CC=CC=C1)C=1C(=C(C(=O)OCC2CN(C2)CC2CNC2)C=CC1N(C(=O)[C@@H]1N(CC1)S(=O)(=O)C1=C(C(=C(C(=C1F)F)F)F)F)CC1=CC=C(C=C1)C1COCC1)OCC1=CC=CC=C1